C1(CC1)[C@H]1C(NC(C=2N1N=C(C2)N2[C@@H](COCC2)C)=O)(C)C (7S)-7-cyclopropyl-6,6-dimethyl-2-[(3R)-3-methylmorpholin-4-yl]-5,7-dihydropyrazolo[1,5-a]pyrazin-4-one